γ-methacrylamidopropyltrimethoxysilane C(C(=C)C)(=O)NCCC[Si](OC)(OC)OC